tert-butyl 4-[4-[3-cyano-4-[6-[4-ethyl-4-[[(1R)-2,2,2-trifluoro-1-methyl-ethyl]carbamoyl]-1-piperidyl]-3-pyridyl]pyrazolo[1,5-a]pyridin-6-yl]pyrazol-1-yl]piperidine-1-carboxylate C(#N)C=1C=NN2C1C(=CC(=C2)C=2C=NN(C2)C2CCN(CC2)C(=O)OC(C)(C)C)C=2C=NC(=CC2)N2CCC(CC2)(C(N[C@@H](C(F)(F)F)C)=O)CC